C(CCC)NC1=NC=C(C(=N1)NC1=CC=CC=C1)C(=O)O 2-(butylamino)-4-(phenylamino)pyrimidine-5-carboxylic acid